O[C@H](CNC(=O)C1=NC(=NC=C1)N1CCCCC1)[C@H]1NCC2=CC(=CC=C2C1)OCC1=C(N=CO1)C N-((2R)-2-hydroxy-2-((3S)-7-((4-methyloxazol-5-yl)methoxy)-1,2,3,4-tetrahydroisoquinolin-3-yl)ethyl)-2-(1-piperidyl)pyrimidine-4-carboxamide